(2R,11aR)-2-Hydroxy-6-isopropoxy-8-(trifluoromethyl)-2,3,11,11a-tetrahydro-1H,5H-benzo[f]pyrrolo[2,1-c][1,4]oxazepin-5-one O[C@@H]1C[C@@H]2COC3=C(C(N2C1)=O)C(=CC(=C3)C(F)(F)F)OC(C)C